1-(4-bromophenyl)-N,N-dimethylmethylamine BrC1=CC=C(C=C1)CN(C)C